N,N'-Dimethyl-N,N'-di-sec-butyl-p-phenylenediamine CN(C1=CC=C(C=C1)N(C(C)CC)C)C(C)CC